CC(CC(C)(C1=CC=C(C=C1)O)C1=CC=C(C=C1)O)C 4,4'-(4-methylpentane-2,2-diyl)bisphenol